COC(\C(=C\OC)\C1=C(C=CC=C1)OC1=NC=NC(=C1)OC1=C(C=CC=C1)C#N)=O methyl-(E)-2-{2-[6-(2-cyanophenoxy)pyrimidin-4-yloxyl]phenyl}-3-methoxyacrylate